BrC1=CC(=NC=C1)CN 1-(4-Bromopyridin-2-yl)methanamine